COB1OC(C2=C1C=CC(=C2)NC2=NC=C(C(=N2)N[C@H](CO)C2=CC=CC=C2)C=2OC(=NN2)C=2C=NC=CC2)(C)C (S)-2-((2-((1-methoxy-3,3-dimethyl-1,3-dihydrobenzo[c][1,2]oxaborol-5-yl)amino)-5-(5-(pyridin-3-yl)-1,3,4-oxadiazol-2-yl)pyrimidin-4-yl)amino)-2-phenylethan-1-ol